4-(2-methoxyethoxy)-5-methylbenzene-1,3-diamine COCCOC1=C(C=C(C=C1C)N)N